[Dy].COCCOCCC (1-(2-methoxyethoxy)propane) dysprosium